3H-imidazo[4,5-b]Pyridine-5-carboxamide N1=CNC2=NC(=CC=C21)C(=O)N